C1(=CC=CC=C1)C1=C(C=C(C=C1O)C1=CC=CC=C1)O 2,5-Diphenylbenzene-1,3-diol